ClC1=CN=CC(=N1)OCC1CN(CCC1)C(=O)OC(C)(C)C tert-butyl 3-(((6-chloropyrazin-2-yl)oxy)methyl)piperidine-1-carboxylate